N1,N7-bis(2-(2,6-Dioxopiperidin-3-yl)-1,3-dioxoisoindolin-4-yl)heptanediamide O=C1NC(CCC1N1C(C2=CC=CC(=C2C1=O)NC(CCCCCC(=O)NC1=C2C(N(C(C2=CC=C1)=O)C1C(NC(CC1)=O)=O)=O)=O)=O)=O